6-(2,7-Dimethyl-2H-indazol-5-yl)-N-methyl-N-(piperidin-4-yl)[1,3]thiazolo[4,5-c]pyridin-2-amin-Hydrochloride Cl.CN1N=C2C(=CC(=CC2=C1)C1=CC2=C(C=N1)N=C(S2)N(C2CCNCC2)C)C